ethylpyridin-2(1H)-one C(C)N1C(C=CC=C1)=O